(R)-5-((1-(4-fluoro-2-(1-((4-methoxybenzyl)oxy)ethyl)phenyl)-3-(trifluoromethyl)-1H-pyrazol-5-yl)methyl)-1-methyl-1H-pyrazole-3-carbonitrile FC1=CC(=C(C=C1)N1N=C(C=C1CC1=CC(=NN1C)C#N)C(F)(F)F)[C@@H](C)OCC1=CC=C(C=C1)OC